C(C1=CC=CC=C1)(C1=CC=CC=C1)[C@@H]1N2C(C=3N(C1)C(=CN3)CNC3CCOCC3)=C(C(C=C2)=O)O (S)-6-benzhydryl-11-hydroxy-3-(((tetrahydro-2H-pyran-4-yl)amino)methyl)-5,6-dihydro-10H-imidazo[1,2-a]pyrido[2,1-c]pyrazin-10-one